FC=1C=C(C=CC1)N1C(OCC1)=O 3-(3-fluorophenyl)oxazolidine-2-one